2-(prop-2-yloxy)ethan-1-ol CC(C)OCCO